1-methyl-3-[[4-[5-(trifluoromethyl)-1,2,4-oxadiazol-3-yl]phenyl]methyl]urea CNC(=O)NCC1=CC=C(C=C1)C1=NOC(=N1)C(F)(F)F